tris-(butylhydroxytoluene) aluminum [Al].C(CCC)C(C1=CC=CC=C1)O.C(CCC)C(C1=CC=CC=C1)O.C(CCC)C(C1=CC=CC=C1)O